O1C=NC2=C1C=CC=C2CN[C@H]2CC[C@@H]([C@@H](C2)O)NCC=2C=C1C=CC=NC1=CC2F (1R,2S,5S)-5-((benzo[d]oxazol-4-ylmethyl)amino)-2-(((7-fluoroquinolin-6-yl)methyl)amino)cyclohexan-1-ol